N-((1S,4r)-4-(3-(((R)-2-(5-Fluoropyridin-3-yl)-2-hydroxyethyl)amino)-3-methylbutyl)cyclohexyl)acetamide FC=1C=C(C=NC1)[C@H](CNC(CCC1CCC(CC1)NC(C)=O)(C)C)O